NC(CCC1=NC=C(C(=O)NC=2SC(=NN2)OCC2=CC=C(C=C2)Cl)C(=C1)C1=C(C=CC=C1)OC)=O 6-(3-amino-3-oxopropyl)-N-(5-((4-chlorobenzyl)oxy)-1,3,4-thiadiazol-2-yl)-4-(2-methoxyphenyl)nicotinamide